ClC=1C=C(C=C(C1F)Cl)C(=CC(=O)C1=C2C=CN=CC2=C(C=C1)C(=O)NC1CN(C1)S(=O)(=O)C)C(F)(F)F 5-[3-(3,5-dichloro-4-fluorophenyl)-4,4,4-trifluoro-1-oxo-2-buten-1-yl]-N-[1-(methyl-sulfonyl)-3-azetidinyl]-8-isoquinolinecarboxamide